(6-(4-isopropylphenyl)-2-azaspiro[3.3]heptan-2-yl)methanone C(C)(C)C1=CC=C(C=C1)C1CC2(CN(C2)C=O)C1